N[C@@H](CCS)C(=S)O thiohomocysteine